C(C=C)(=O)NC(CS(=O)(=O)[O-])(C)C.[Na+] Sodium 2-acryloylamino-2-methylpropanesulfonate